2-methyl-5-(3-(trifluoromethoxy)phenyl)-N-(3-(2-morpholinopropyl)-1,2,4-thiadiazol-5-yl)thiophene-3-carboxamide CC=1SC(=CC1C(=O)NC1=NC(=NS1)CC(C)N1CCOCC1)C1=CC(=CC=C1)OC(F)(F)F